1,2-diphenyl-2,2-dimethoxyethane-1-one C1(=CC=CC=C1)C(C(OC)(OC)C1=CC=CC=C1)=O